(R)-1-(6-(4-(aminomethyl)phenyl)-2-methyl-3,4-dihydroquinolin-1(2H)-yl)ethan-1-one NCC1=CC=C(C=C1)C=1C=C2CC[C@H](N(C2=CC1)C(C)=O)C